p-menthaneoxyamide C1(CC(C(CC1)C(C)C)O[NH-])C